(S)-7-(2-amino-3-fluoropropyl)-2-(6-fluoro-1-(isoxazol-5-ylmethyl)-7-methoxy-1H-indol-2-yl)-3-methyl-3,5,6,7-tetrahydro-8H-imidazo[4,5-b][1,6]naphthyridin-8-one N[C@@H](CN1C(C=2C=C3C(=NC2CC1)N(C(=N3)C=3N(C1=C(C(=CC=C1C3)F)OC)CC3=CC=NO3)C)=O)CF